ClC1=NC=CC(=N1)C1=CNC2=C(C=CC=C12)N 3-(2-chloropyrimidin-4-yl)-1H-indol-7-amine